1-(2-chloro-6-nitro-phenyl)-5-methyl-pyrazole ClC1=C(C(=CC=C1)[N+](=O)[O-])N1N=CC=C1C